Methyl (2S)-2-((tert-butoxycarbonyl)amino)-3-(2-oxo-8-pivaloyl-1,8-diazaspiro[4.5]decan-3-yl)propanoate C(C)(C)(C)OC(=O)N[C@H](C(=O)OC)CC1C(NC2(C1)CCN(CC2)C(C(C)(C)C)=O)=O